C1(=CC=CC=C1)C1=CC=C2C=CNC2=C1 6-phenyl-1H-indole